4-benzoyl-4'-methyldiphenyl Sulfide CC1=CC=C(C=C1)SC2=CC=C(C=C2)C(=O)C3=CC=CC=C3